(S)-8-(2-amino-6-((R)-2,2,2-trifluoro-1-(4-(2-(methylthio)quinolin-6-yl)phenyl)ethoxy)pyrimidin-4-yl)-2,8-diazaspiro[4.5]decane-3-carboxylic acid NC1=NC(=CC(=N1)N1CCC2(C[C@H](NC2)C(=O)O)CC1)O[C@@H](C(F)(F)F)C1=CC=C(C=C1)C=1C=C2C=CC(=NC2=CC1)SC